tetrahydro-3H-pyrazolo[4,3-f]quinoline C1NNC2C1=C1C=CC=NC1=CC2